FC(OC1=C(C=CC(=C1)N1C[C@H](N([C@H](C1)C)C)C)NC1=NC=C(C(=N1)NC1=C(SC=C1)C(=O)N)C)F 3-((2-((2-(difluoromethoxy)-4-((3R,5S)-3,4,5-trimethylpiperazin-1-yl)phenyl)amino)-5-methylpyrimidin-4-yl)amino)thiophene-2-carboxamide